N'-(2-benzyloxy-3,3-difluoro-pent-4-enoyl)-6-(1,1-dimethyl-pent-4-enylamino)-3-nitro-5-(trifluoromethyl)pyridine-2-carbohydrazide C(C1=CC=CC=C1)OC(C(=O)NNC(=O)C1=NC(=C(C=C1[N+](=O)[O-])C(F)(F)F)NC(CCC=C)(C)C)C(C=C)(F)F